ClCC(C(=O)Cl)(C)C 3-chloropivaloyl chloride